N(=NC(=O)OC(C)C)C(=O)OC(C)C 1,2-bis(1-methylethyl) 1,2-diazenedicarboxylate